ClC1=C(C=C(CN2CC(NCC2)C2=C(C=CC=C2)C(C)C)C=C1)OC 1-(4-chloro-3-methoxybenzyl)-3-(2-isopropylphenyl)piperazine